5-(6-(benzyloxy)-2-(pyridin-4-yl)-3,4-dihydronaphthalen-1-yl)-2-(4-(dimethoxymethyl)piperidin-1-yl)benzene-1-ylium C(C1=CC=CC=C1)OC=1C=C2CCC(=C(C2=CC1)C=1C=CC(=[C+]C1)N1CCC(CC1)C(OC)OC)C1=CC=NC=C1